tert-butyl ((1S)-(5-(1-amino-2-methoxyethyl)benzo[d]oxazol-2-yl)(4,4-difluorocyclohexyl)methyl)carbamate NC(COC)C=1C=CC2=C(N=C(O2)[C@H](C2CCC(CC2)(F)F)NC(OC(C)(C)C)=O)C1